[Cl-].C(C(=C)C)(=O)OCCC[N+](C)(C)C (3-Methacryloxy)propyltri-methylammonium chlorid